3-oxoadipic acid (3-oxoadipate) O=C(CC(=O)O)CCC(=O)O.O=C(CC(=O)O)CCC(=O)O